(S)-2-((1-Aminocyclobutyl)methoxy)-4-(4-((benzyloxy)carbonyl)-3-(cyanomethyl)piperazin-1-yl)-5,6-dihydropyrido[3,4-d]pyrimidine-7(8H)-carboxylic acid tert-butyl ester C(C)(C)(C)OC(=O)N1CC=2N=C(N=C(C2CC1)N1C[C@@H](N(CC1)C(=O)OCC1=CC=CC=C1)CC#N)OCC1(CCC1)N